3-(4-(2-Cyanopiperidin-1-yl)pyrimidin-2-yl)imidazo[1,2-a]pyrazine-6-carboxamide C(#N)C1N(CCCC1)C1=NC(=NC=C1)C1=CN=C2N1C=C(N=C2)C(=O)N